(S)-N-((R)-1-cyano-2-(6-(3-methyl-2-oxo-2,3-dihydrobenzo[d]oxazol-5-yl)pyridazin-3-yl)ethyl)-1,4-oxazepane-2-carboxamide C(#N)[C@@H](CC=1N=NC(=CC1)C=1C=CC2=C(N(C(O2)=O)C)C1)NC(=O)[C@H]1OCCCNC1